CC1C(OC(C1CC\C=C\C)=O)=O 3-methyl-4-[(E)-pent-3-enyl]tetrahydrofuran-2,5-dione